C(C)(=O)NCC(C(=O)NC1=CNC2=CC=C(C=C12)C=1C=NN(C1)C1=CC=C(C=C1)C(F)(F)F)(C)C 3-acetamido-2,2-dimethyl-N-(5-{1-[4-(trifluoromethyl)phenyl]-1H-pyrazol-4-yl}-1H-indol-3-yl)propanamide